2-(1-methyl-3-(2-((S)-2-methylazetidin-1-yl)-6-(trifluoromethyl)pyrimidin-4-yl)-3-azabicyclo[3.1.0]hexane-6-yl)acetic acid methyl ester COC(CC1C2CN(CC12C)C1=NC(=NC(=C1)C(F)(F)F)N1[C@H](CC1)C)=O